7-(1H-indazol-5-yl)-1-methyl-8,9,10,11-tetrahydro-3H-pyrazolo[4,3-a]phenanthridine N1N=CC2=CC(=CC=C12)C1=NC2=CC=C3C(=C2C=2CCCCC12)C(=NN3)C